3-(4-((2-cyclopropylethyl)((1r,4r)-4-(3-fluoropyrrolidin-1-yl)cyclohexyl)amino)-1-oxoisoindolin-2-yl)piperidine-2,6-dione C1(CC1)CCN(C1=C2CN(C(C2=CC=C1)=O)C1C(NC(CC1)=O)=O)C1CCC(CC1)N1CC(CC1)F